tert-butyl (4-(1,2,4,5-tetrazin-3-yl)benzyl)(methyl)carbamate N1=NC(=NN=C1)C1=CC=C(CN(C(OC(C)(C)C)=O)C)C=C1